4-(3-hydroxy-propyl)-guaiacol OCCCC=1C=C(C(=CC1)OC)O